O1CC(C1)[C@@H]1CCNC1=O (2S,4S)-4-(oxetan-3-yl)-5-oxopyrrolidin